3-[4-[4-(Dimethoxymethyl)-1-piperidyl]-3-fluoro-phenyl]piperidine-2,6-dione COC(C1CCN(CC1)C1=C(C=C(C=C1)C1C(NC(CC1)=O)=O)F)OC